(S)-1-(2-((6-((6-methoxy-1,1,2-trimethyl-1,2,3,4-tetrahydroisoquinolin-7-yl)amino)-1H-pyrazolo[3,4-d]pyrimidin-1-yl)methyl)pyrrolidin-1-yl)ethan-1-one COC=1C=C2CCN(C(C2=CC1NC1=NC=C2C(=N1)N(N=C2)C[C@H]2N(CCC2)C(C)=O)(C)C)C